N1=CN=CC(=C1)[C@H]1[C@@H](C1)C(=O)OCC trans-ethyl 2-pyrimidin-5-ylcyclopropanecarboxylate